(Z)-2-(5-fluoro-1-(4-((4-fluorophenyl)sulfonyl)benzylidene)-2-methyl-1H-inden-3-yl)acetic acid FC=1C=C2C(=C(/C(/C2=CC1)=C/C1=CC=C(C=C1)S(=O)(=O)C1=CC=C(C=C1)F)C)CC(=O)O